NC1=NC(=NC=C1Cl)C=1C=C2C=CN(C(C2=CC1F)=O)CCC[C@H](CC)NC=1C=NNC(C1C(F)(F)F)=O (S)-6-(4-amino-5-chloropyrimidin-2-yl)-7-fluoro-2-(4-((6-oxo-5-(trifluoromethyl)-1,6-dihydropyridazin-4-yl)amino)hexyl)isoquinolin-1(2H)-one